N-[[1-[4-[6-(difluoromethyl)imidazo[1,2-b]pyridazin-3-yl]-6-fluoro-2-pyridinyl]-3-piperidinyl]methyl]methanesulfonamide FC(C=1C=CC=2N(N1)C(=CN2)C2=CC(=NC(=C2)F)N2CC(CCC2)CNS(=O)(=O)C)F